6-chloro-1-(1-methyl-1H-pyrazol-4-yl)-1H-pyrazolo[3,4-b]pyridine ClC1=CC=C2C(=N1)N(N=C2)C=2C=NN(C2)C